CN1CCC(CC1)C=1C=CC=2N(C1)N=CC2C2=CC=C(C(=O)OC(C)(C)C)C=C2 tert-butyl 4-(6-(1-methylpiperidin-4-yl)pyrazolo[1,5-a]pyridin-3-yl)benzoate